3-(2-furyl)-2-propen-1-ol O1C(=CC=C1)C=CCO